BrC1=CC=C(S1)C=1N=C(SC1)N 4-(5-bromothiophen-2-yl)thiazol-2-amine